2-(2-chloro-4-(2-fluorophenyl)pyridin-3-yl)-5-isopentyl-1,3,4-oxadiazole ClC1=NC=CC(=C1C=1OC(=NN1)CCC(C)C)C1=C(C=CC=C1)F